2-((3,5-dicyano-4-ethyl-6-(4-(isothiazol-4-ylmethyl)piperazin-1-yl)pyridin-2-yl)thio)2-phenyl-acetamide C(#N)C=1C(=NC(=C(C1CC)C#N)N1CCN(CC1)CC=1C=NSC1)SC(C(=O)N)C1=CC=CC=C1